6-(3-Methyl-1H-pyrrolo[2,3-b]pyridin-5-yl)-8-(pyrrolidin-2-yl)-3,4-dihydroisoquinoline CC1=CNC2=NC=C(C=C21)C=2C=C1CCN=CC1=C(C2)C2NCCC2